ClC1=CC=C2C(=N1)C=C(N2COCC[Si](C)(C)C)CN(C(OC(C)(C)C)=O)C tert-butyl ((5-chloro-1-((2-(trimethylsilyl)ethoxy)methyl)-1H-pyrrolo[3,2-b]pyridin-2-yl)methyl)(methyl)-carbamate